17α-hydroxypregna-4-en-3,11,20-trione O[C@]1(C(C)=O)CC[C@H]2[C@@H]3CCC4=CC(CC[C@]4(C)[C@H]3C(C[C@]12C)=O)=O